C(C1CO1)N1C(=O)N(C(=O)C1(C)C)CC(CC)OCC1CO1 1-glycidyl-3-(2-glycidyl-oxybutyl)-5,5-dimethyl-hydantoin